ethyl 2-propanoyl-5-bromo-pyrazole-3-carboxylate C(CC)(=O)N1N=C(C=C1C(=O)OCC)Br